ethionine, propynyl ester N[C@@H](CCSCC)C(=O)OC#CC